O=C1C(C(CC1)C(=O)OC)CCCCC methyl 3-oxo-2-pentylcyclopentane-carboxylate